C(C)OC1=CC(=CC=N1)C(F)(F)F 6-ethoxy-4-(trifluoromethyl)pyridin